2-(1'-(2,6-dioxapiperidin-3-yl)-2'-oxaspiro[indolin-3,3'-azetidine]-1-yl)acetamide N1OC(CCO1)N1OC2(C1)CN(C1=CC=CC=C12)CC(=O)N